N1(CCOCC1)C(=O)Cl Morpholine-4-carbonyl chloride